4-[3-(4-Bromo-2,6-dichlorobenzoyl)-2,4-dihydro-1,3-benzothiazin-8-yl]-5-fluoro-2-morpholin-4-ylbenzoic acid methyl ester COC(C1=C(C=C(C(=C1)F)C1=CC=CC=2CN(CSC21)C(C2=C(C=C(C=C2Cl)Br)Cl)=O)N2CCOCC2)=O